C1(=CC=CC=C1)N1C2=CC=CC=C2C=2C=C(C=CC12)N1C2=CC=CC=C2C=2C=C(C=CC12)C1=CC2=C(OC3=C2C(=CC=C3)C3=NC(=NC(=N3)C3=CC=CC=C3)\C=C\C=C\C=C/C)C=C1 9-phenyl-3'-(9-{4-phenyl-6-[(E)-((Z)-1-propenyl)but-1,3-dienyl]-[1,3,5]triazin-2-yl}dibenzofuran-2-yl)-9H-[3,9']bicarbazole